COC=1C=C2CCN(CC2=CC1NC1=NC=C2C(=N1)N(N=C2)C[C@H]2N(CCC2)C(C)=O)C (S)-1-(2-((6-((6-methoxy-2-methyl-1,2,3,4-tetrahydroisoquinolin-7-yl)amino)-1H-pyrazolo[3,4-d]pyrimidin-1-yl)methyl)pyrrolidin-1-yl)ethan-1-one